FC1CCN(CC1)C1=C(C=C2C(=N1)N=C(S2)N2CC(CCC2)O)NC(=O)C=2N=C(OC2)C2=CC(=NC=C2)C N-(5-(4-fluoropiperidin-1-yl)-2-(3-hydroxypiperidin-1-yl)thiazolo[4,5-b]pyridin-6-yl)-2-(2-methylpyridin-4-yl)oxazole-4-carboxamide